(sec-butyl)-6-(cyclopropylmethyl)-N-{1-(3,4,5-trimethoxyphenyl)-1H-imidazol-4-yl}-1H-pyrazolo[3,4-d]pyrimidin-4-amine C(C)(CC)N1N=CC=2C1=NC(=NC2NC=2N=CN(C2)C2=CC(=C(C(=C2)OC)OC)OC)CC2CC2